C(CCCCCCCCCCCCCCCCC)C=C(C(=O)[O-])Cl.OC1=C(C=C(C=C1)OCC1=NC=C(C=C1)OC)NC(=O)C=1C=[N+](C=CC1)O 3-({2-hydroxy-5-[(5-methoxypyridin-2-yl)methoxy]phenyl}carbamoyl)pyridin-1-ium-1-ol stearyl-α-chloroacrylate